ethyl 2-(4-{[(2R)-1-acetylpyrrolidin-2-yl]carbonyl}-1-methyl-10-oxo-1,4,9-triazaspiro[5.6]dodecan-9-yl)acetate C(C)(=O)N1[C@H](CCC1)C(=O)N1CCN(C2(C1)CCN(C(CC2)=O)CC(=O)OCC)C